1-(2-((2,3-dihydrobenzo[b][1,4]dioxin-6-yl)amino)-5-methylpyrimidin-4-yl)-N-(2-hydroxy-1-phenylethyl)-1H-pyrrole-3-carboxamide O1C2=C(OCC1)C=C(C=C2)NC2=NC=C(C(=N2)N2C=C(C=C2)C(=O)NC(CO)C2=CC=CC=C2)C